(S)-3-(TERT-BUTYL)-N-(4-(CYCLOPROPYLAMINO)-3,4-DIOXO-1-PHENYLBUTAN-2-YL)-1-PHENYL-1H-PYRAZOLE-5-CARBOXAMIDE C(C)(C)(C)C1=NN(C(=C1)C(=O)N[C@@H](CC1=CC=CC=C1)C(C(=O)NC1CC1)=O)C1=CC=CC=C1